1-(2-(isopropyl(methyl)amino)ethyl)naphthalen-2-ol fumarate C(\C=C\C(=O)O)(=O)O.C(C)(C)N(CCC1=C(C=CC2=CC=CC=C12)O)C